CN1C=C(C=2C1=NC=C(C2)NC(C=C)=O)C#CC2=CC=C(C=C2)C N-(1-Methyl-3-(p-tolylethynyl)-1H-pyrrolo[2,3-b]pyridin-5-yl)acrylamide